FC=1C=C(C=C(C1C1(CCS(CC1)(=O)=O)O)F)NC(OCC1=CC=CC=C1)=O benzyl [3,5-difluoro-4-(4-hydroxy-1,1-dioxidotetrahydro-2H-thiopyran-4-yl)phenyl]carbamate